Sulphozinc Sulphur [S].S(=O)(=O)(O)[Zn]